[Ru+2].N1=C(C=CC=C1)C1=NC=CC=C1.N1=C(C=CC=C1)C1=NC=CC=C1.N1=C(C=CC=C1)C1=NC=CC=C1 tris-2,2'-bipyridyl ruthenium (II)